7-(5-(5-((1r,4r)-4-(ethylamino)cyclohexyl)-1,3,4-thiadiazol-2-yl)-4-(methylamino)pyridin-2-yl)pyrrolo[1,2-b]pyridazine-3-carbonitrile C(C)NC1CCC(CC1)C1=NN=C(S1)C=1C(=CC(=NC1)C1=CC=C2N1N=CC(=C2)C#N)NC